tert-butyl (5-amino-3-methylpyridin-2-yl)(tert-butoxycarbonyl)carbamate NC=1C=C(C(=NC1)N(C(OC(C)(C)C)=O)C(=O)OC(C)(C)C)C